5-methyl-hexanolate CC(CCCC[O-])C